diethyl 2-methyl-3-oxosuccinate CC(C(=O)OCC)C(C(=O)OCC)=O